OC(C(=O)O)(CC(C(=O)O)(C)O)C 2,4-dihydroxy-2,4-dimethylglutaric acid